N-ethyl-5-fluoro-2-((5-(2-((3R)-6-((3-hydroxy-2-methoxypropyl)(methyl)amino)-2-methylhexan-3-yl)-2,6-diazaspiro[3.4]oct-6-yl)-1,2,4-triazin-6-yl)oxy)-N-isopropylbenzamide C(C)N(C(C1=C(C=CC(=C1)F)OC1=C(N=CN=N1)N1CC2(CN(C2)[C@@H](C(C)C)CCCN(C)CC(CO)OC)CC1)=O)C(C)C